(dibenzothiophenyl)(diphenyltriazinyl)(dimethyl-fluorenyl)benzene C1(=CC=CC=2SC3=C(C21)C=CC=C3)C=3C(=C(C=CC3)C3=C(C(=CC=2C1=CC=CC=C1CC32)C)C)C3=NN=NC(=C3C3=CC=CC=C3)C3=CC=CC=C3